ClC1=NC=CC(=C1)OC=1C=NC=C(C1)CC(F)F 2-chloro-4-((5-(2,2-difluoroethyl)pyridin-3-yl)oxy)pyridine